(R)-3-(1-(6-Chloro-4-methylpyridin-2-yl)-1H-1,2,3-triazol-4-yl)-3-hydroxy-1-methylpyrrolidin-2-one ClC1=CC(=CC(=N1)N1N=NC(=C1)[C@]1(C(N(CC1)C)=O)O)C